N-(4-(5-(6-methyl-2-(3-(trifluoromethyl)pyrrolidin-1-yl)pyrimidin-4-yl)-1,3,4-oxadiazole-2-yl)-3-(6-azaspiro[2.5]octane-6-yl)phenyl)-2-hydroxyethane-sulfonamide CC1=CC(=NC(=N1)N1CC(CC1)C(F)(F)F)C1=NN=C(O1)C1=C(C=C(C=C1)NS(=O)(=O)CCO)N1CCC2(CC2)CC1